C(C)(C)C1=CC=C(C=C1)CC=O 2-(4-isopropylphenyl)acetaldehyde